methyl 2-(4-(4-(5-fluoroisoindoline-2-carboxamido)phenyl)-3,6-dihydropyridin-1(2H)-yl)-2-oxoacetate FC=1C=C2CN(CC2=CC1)C(=O)NC1=CC=C(C=C1)C=1CCN(CC1)C(C(=O)OC)=O